FC(OC1=CC=C(C=N1)C(C(=O)N1C[C@]2(CC1)NC1=NC(=C(C=C1CC2)C2=NC=CC=N2)C)C)F 2-[6-(Difluoromethoxy)pyridin-3-yl]-1-[(2S)-7-methyl-6-(pyrimidin-2-yl)-3,4-dihydro-1H-spiro[1,8-naphthyridin-2,3'-pyrrolidin]-1'-yl]propan-1-on